6-(2-amino-6-fluoro-5-(4-(1-isopropylpiperidin-4-yl)phenyl)pyridin-3-yl)-3,4-dihydroisoquinolin-1(2H)-one NC1=NC(=C(C=C1C=1C=C2CCNC(C2=CC1)=O)C1=CC=C(C=C1)C1CCN(CC1)C(C)C)F